1-(3-((4-bromo-6-fluoro-1-tosyl-1H-indol-5-yl)oxy)phenyl)ethan-1-one BrC1=C2C=CN(C2=CC(=C1OC=1C=C(C=CC1)C(C)=O)F)S(=O)(=O)C1=CC=C(C)C=C1